2,4'-bipyridine N1=C(C=CC=C1)C1=CC=NC=C1